[18F]C=1C=C2C=3C(=NNC(C3C1)=O)[C@@H]([C@H](N2)C2=CC=C(C=C2)F)C2=NC=NN2C (8S,9R)-5-[18F]Fluoro-8-(4-fluorophenyl)-2,7,8,9-tetrahydro-9-(1-methyl-1H-1,2,4-triazol-5-yl)-3H-pyrido[4,3,2-de]phthalazin-3-one